7-bromo-2-(2,2,2-trifluoroethoxy)quinoline BrC1=CC=C2C=CC(=NC2=C1)OCC(F)(F)F